rac-benzyl 3-{[(tert-butoxy)carbonyl]amino}-4-methoxypiperidine-1-carboxylate C(C)(C)(C)OC(=O)NC1CN(CCC1OC)C(=O)OCC1=CC=CC=C1